NCCCOC1=CC2=C(C(C(O2)=CC2=CC(=C(OC3=C(C=C(C#N)C=C3)C(F)(F)F)C=C2)OC)=O)C=C1 4-(4-((6-(3-aminopropoxy)-3-oxobenzofuran-2(3H)-ylidene)methyl)-2-methoxyphenoxy)-3-(trifluoromethyl)benzonitrile